(4R)-3-[(2E)-3-(3-bromophenyl)prop-2-enoyl]-4-phenyl-1,3-oxazolidin-2-one BrC=1C=C(C=CC1)/C=C/C(=O)N1C(OC[C@H]1C1=CC=CC=C1)=O